((1R,2R)-2-(((tert-butyldiphenylsilyl) oxy) methyl) cyclopropyl) methanesulfonate CS(=O)(=O)O[C@H]1[C@H](C1)CO[Si](C1=CC=CC=C1)(C1=CC=CC=C1)C(C)(C)C